2-(4-chlorophenyl)-4,6-diphenylbenzene ClC1=CC=C(C=C1)C1=CC(=CC(=C1)C1=CC=CC=C1)C1=CC=CC=C1